3-chloro-5-(trifluoromethylthio)benzoic acid ClC=1C=C(C(=O)O)C=C(C1)SC(F)(F)F